((5-((dimethylamino)methyl)-1,3-phenylene)bis(oxy))bis(octane-8,1-diyl) Bis(decanoate) C(CCCCCCCCC)(=O)OCCCCCCCCOC=1C=C(C=C(C1)CN(C)C)OCCCCCCCCOC(CCCCCCCCC)=O